7-(9H-carbazol-9-yl)heptanoic acid C1=CC=CC=2C3=CC=CC=C3N(C12)CCCCCCC(=O)O